5-(1-(Piperidin-4-yl)-1H-pyrazol-4-yl)isoquinoline N1CCC(CC1)N1N=CC(=C1)C1=C2C=CN=CC2=CC=C1